6-ethyl-4-oxo-4H-chromen-2-carboxamide C(C)C=1C=C2C(C=C(OC2=CC1)C(=O)N)=O